C(\C=C\C(=O)O)(=O)O.BrC=1C=C2C(=NC1)NC=C2CCNCC2=C(C=CC=C2)OC 2-(5-bromo-1H-pyrrolo[2,3-b]pyridin-3-yl)-N-(2-methoxybenzyl)ethan-1-amine fumarate salt